potassium trifluoro-[[(5-fluoro-benzoyl)amino]methyl]borane FC1=C(C(=C(C(=O)NCB)C=C1F)F)F.[K]